P(=O)(=O)S=P([O-])([O-])OP(=O)([O-])OP(=O)([O-])[O-] phosphothiotriphosphate